C[C@@H]1[C@H](COC1)N1C(=CC2=C1N=C(N=C2)NC=2C(=NN(C2)C2COC2)O[C@@H](C(F)(F)F)C)C#N 7-[(3R,4R)-4-methyltetrahydrofuran-3-yl]-2-[[1-(oxetan-3-yl)-3-[(1R)-2,2,2-trifluoro-1-methyl-ethoxy]pyrazol-4-yl]amino]pyrrolo[2,3-d]pyrimidine-6-carbonitrile